FC=1C(=C(C=CC1F)[C@@H]1[C@H](O[C@@]([C@@H]1C)(C(F)(F)F)C)C(=O)NC1=CC(=NC=C1)C(=O)NOC)OC 4-((2S,3R,4R,5S)-3-(3,4-Difluoro-2-methoxyphenyl)-4,5-dimethyl-5-(trifluoromethyl)tetrahydrofuran-2-carboxamido)-N-methoxypicolinamide